NC1=CC=C(C(=O)NS(=O)(=O)C2CC2)C=C1 4-amino-N-(cyclopropylsulfonyl)benzamide